C[C@@H]1[C@@H]([C@@H]([C@@H]([C@H](O1)OP(=O)([O-])OP(=O)([O-])OC[C@@H]2[C@H]([C@H]([C@@H](O2)N3C=NC4=C3N=C(NC4=O)N)O)O)O)O)O The molecule is dianion of GDP-6-deoxy-alpha-D-talose arising from deprotonation of the diphosphate OH groups; major species at pH 7.3. It is a conjugate base of a GDP-6-deoxy-alpha-D-talose.